BrC1=C2C=C(NC2=CC=C1)CN (4-bromo-1H-indol-2-yl)methylamine